2-amino-5-chloro-4-[1-[4-[[1-(morpholinomethyl)cyclopropyl]methoxy]-6-[(1R,5S)-3,8-diazabicyclo[3.2.1]octan-3-yl]-1,3,5-triazin-2-yl]pyrrolidin-3-yl]thiophene-3-carbonitrile NC=1SC(=C(C1C#N)C1CN(CC1)C1=NC(=NC(=N1)OCC1(CC1)CN1CCOCC1)N1C[C@H]2CC[C@@H](C1)N2)Cl